Methyl [4-(methylsulfonyl)phenyl]acetate CS(=O)(=O)C1=CC=C(C=C1)CC(=O)OC